O1CC(C1)OC1=CC(=NC=C1)C#N 4-(oxetan-3-yloxy)pyridinecarbonitrile